C[N+](C)(C)CCOS(=O)(=O)[O-] The molecule is an ammonium betaine that is the conjugate base of choline hydrogen sulfate, obtained by deprotonation of the sulfate OH group. It is an ammonium betaine and a member of choline sulfates. It is a conjugate base of a choline hydrogen sulfate.